CC(CCCC(=O)Cl)CCCC(CCCC(CCCC(C)C)C)C 5,9,13,17-tetramethyloctadecanoic acid chloride